C(CC)[N+]1=CC=C(C=C1)C 1-propyl-4-methylpyridinium